6-bromo-8-methoxy-2-(4-((2-methoxyethoxy)methoxy)-3-nitrophenyl)-3,4-dihydroisoquinolin-1(2H)-one BrC=1C=C2CCN(C(C2=C(C1)OC)=O)C1=CC(=C(C=C1)OCOCCOC)[N+](=O)[O-]